tert-butyl (S)-4-((3-(5-fluoro-2,4-dioxo-3,4-dihydropyrimidin-1(2H)-yl) pyrazolo[1,5-a]pyridin-5-yl) methyl)-2-methylpiperazine-1-carboxylate FC=1C(NC(N(C1)C=1C=NN2C1C=C(C=C2)CN2C[C@@H](N(CC2)C(=O)OC(C)(C)C)C)=O)=O